5-(((trans-3-(3-cyclopropyl-4-(piperazin-1-yl)-1H-indazol-1-yl)cyclobutyl)methyl)amino)-2-(2,6-dioxopiperidin-3-yl)isoindoline-1,3-dione C1(CC1)C1=NN(C2=CC=CC(=C12)N1CCNCC1)[C@@H]1C[C@H](C1)CNC=1C=C2C(N(C(C2=CC1)=O)C1C(NC(CC1)=O)=O)=O